BrC1=NN(C2=C1C=NC(=C2)C#N)CSC 3-bromo-1-(methylsulfanyl-methyl)pyrazolo[4,3-c]Pyridine-6-carbonitrile